C(C)C(CC(C(=O)[O-])S)CCCC.C(C)C(CC(C(=O)[O-])S)CCCC.C(CCC)[Sn+2]CCCC dibutyltin bis(2-ethylhexyl thioglycolate)